Methyl 7-benzyl-1,1-difluoro-4-oxa-7-azaspiro[2.5]octane-6-carboxylate C(C1=CC=CC=C1)N1C(COC2(CC2(F)F)C1)C(=O)OC